Ethyl-2-benzyl-2,3-butadiene C(C)CC(=C=C)CC1=CC=CC=C1